[Si](O[SiH2]CCCCCCCC(OCC)OCC)(O[Si](C)(C)C)([O-])[O-] silicic acid, diethoxyoctylsilyl trimethylsilyl ester